OCC1=CC(=NN(C1=O)C=1C=NC=C(C1)C=1N(N=NC1)C)C(=O)OC methyl 5-(hydroxymethyl)-1-[5-(3-methyltriazol-4-yl)-3-pyridyl]-6-oxo-pyridazine-3-carboxylate